((1-(2-fluoro-4-(1,2,4-thiadiazol-5-yl)benzyl)-4-hydroxypiperidin-4-yl)methyl)-2-methyl-2,6-dihydro-7H-pyrazolo[4,3-d]pyrimidin-7-one dihydrochloride Cl.Cl.FC1=C(CN2CCC(CC2)(O)CC=2N(N=C3C2N=CNC3=O)C)C=CC(=C1)C1=NC=NS1